2-chloro-3-(3'-(2,6-diphenylpyrimidin-4-yl)-[1,1'-biphenyl]-4-yl)quinoxaline ClC1=NC2=CC=CC=C2N=C1C1=CC=C(C=C1)C1=CC(=CC=C1)C1=NC(=NC(=C1)C1=CC=CC=C1)C1=CC=CC=C1